N2-(3-(5-isopropoxy-4-(trifluoromethyl)pyridin-2-yl)-1,2,4-thiadiazol-5-yl)-N3,N3-dimethyl-pyridine-2,3-diamine C(C)(C)OC=1C(=CC(=NC1)C1=NSC(=N1)NC1=NC=CC=C1N(C)C)C(F)(F)F